CN(C)C(C(=O)O)=O (dimethylamino)(oxo)acetic acid